C(=O)C1(CC1)C#N 1-formylcyclopropane-1-carbonitrile